NC(C[C@H](C(=O)NCCCC(=O)OC)NC(CCCCCCCCCCCCC)=O)=O Methyl (R)-4-(4-amino-4-oxo-2-tetradecanamidobutanamido)butanoate